oxo-1,2-dihydro-1,6-naphthyridine-3-carbonitrile O=C1NC2=CC=NC=C2C=C1C#N